CC1(COC1)CCO 2-(3-methyloxetane-3-yl)ethane-1-ol